potassium 1-(6-iodo-4-(4-(trifluoromethyl)phenyl)benzo[d]oxazol-7-yl)ethane-1,2-diol IC1=C(C2=C(N=CO2)C(=C1)C1=CC=C(C=C1)C(F)(F)F)C(CO)O.[K]